O1CCC12CCN(CC2)CCNC(C2=CN=C(C(=C2)NC2=NN(C1=NC(=NC=C12)NC=1C=NN(C1)C)C)C)=O N-(2-(1-oxa-7-azaspiro[3.5]nonan-7-yl)ethyl)-6-methyl-5-((1-methyl-6-((1-methyl-1H-pyrazol-4-yl)amino)-1H-pyrazolo[3,4-d]pyrimidin-3-yl)amino)nicotinamide